[C@@H]1([C@H](O)[C@@H](O)[C@@H](O)[C@H](O1)CO)[C@@]1([C@H](O)[C@H](O)[C@@H](CO)O1)N1C=NC=2C(=O)NC(N)=NC12 beta-D-galactosyl-guanosine